1-decanoic acid methyl ester COC(CCCCCCCCC)=O